(3S)-1-(pyridin-3-yl)piperidin N1=CC(=CC=C1)N1CCCCC1